ClC=1C(=C(C(=CC1)N1N=NN=C1)C=1C=CC(=[N+](C1)[O-])[C@@H](CCOC(F)F)N1N=CC(=C1)C1=NC(=NC=C1)C(F)(F)F)F (R)-5-(3-chloro-2-fluoro-6-(1H-tetrazol-1-yl)phenyl)-2-(3-(difluoromethoxy)-1-(4-(2-(trifluoromethyl)pyrimidin-4-yl)-1H-pyrazol-1-yl)propyl)pyridine 1-oxide